5-(cyclopentyloxy)-2-fluoro-4-((pyrrolidin-1-ylsulfonyl)carbamoyl)benzoic acid C1(CCCC1)OC=1C(=CC(=C(C(=O)O)C1)F)C(NS(=O)(=O)N1CCCC1)=O